N-(2-((4-(2-(((5-Isobutoxypyridin-3-yl)methyl)((1-methyl-1H-indazol-5-yl)methyl)amino)ethyl)phenyl)carbamoyl)-4,5-dimethoxyphenyl)-4-oxo-4H-chromene-2-carboxamide C(C(C)C)OC=1C=C(C=NC1)CN(CCC1=CC=C(C=C1)NC(=O)C1=C(C=C(C(=C1)OC)OC)NC(=O)C=1OC2=CC=CC=C2C(C1)=O)CC=1C=C2C=NN(C2=CC1)C